ClC1=CC=C2C(=N1)C(=CS2)C#N 5-chlorothieno[3,2-b]pyridine-3-carbonitrile